C[N+](C)(C)CC=O The molecule is a quaternary ammonium ion that is nitrogen substituted by three methyl groups and a 2-oxoethyl group. It is an intermediate in the metabolism of amino acids like glycine, serine and threonine. It has a role as an Escherichia coli metabolite, a plant metabolite, an Aspergillus metabolite, a mouse metabolite and a human metabolite.